C1(=CC=CC=C1)[C@@H]1CC[C@H]2OC3(C(N21)=O)CCN(CC3)C3=NC=NC(=C3)N3N=CC=C3 (5'S,7a'R)-5'-phenyl-1-[6-(1H-pyrazol-1-yl)pyrimidin-4-yl]tetrahydro-3'H-spiro[piperidine-4,2'-pyrrolo[2,1-b][1,3]oxazol]-3'-one